C(C)C(C=C)CC(C)(CC)CC 3,5,5-triethyl-1-hexene